C1(=CC=CC=C1)C(CC)N 1-phenylpropan-1-amine